ClC=1C=C(C(=NC1N1N=CC=N1)C)NC(=O)NC=1C=NC2=CC=C(N=C2C1C(C)C)Cl N-(5-chloro-2-methyl-6-(2H-1,2,3-triazol-2-yl)pyridin-3-yl)-N'-(6-chloro-4-(propan-2-yl)-1,5-naphthyridin-3-yl)urea